BrC1=C(C=CC=C1)C(N1C[C@@H](N(C[C@H]1C)C(=O)OC(C)(C)C)C)C1=CC=C(C=C1)F tert-butyl (2S,5R)-4-((2-bromophenyl)(4-fluorophenyl)methyl)-2,5-dimethylpiperazine-1-carboxylate